NC1=NC=CC=C1C1=NC=2C(=NC(=CC2)C2=CC=CC=C2)N1C1=CC=C(CN2CC3(CC2)CCC(CC3)NC#N)C=C1 N-(2-(4-(2-(2-Aminopyridin-3-yl)-5-phenyl-3H-imidazo[4,5-b]pyridin-3-yl)benzyl)-2-azaspiro[4.5]decan-8-yl)cyanamide